5-(2-ethoxyethoxy)pentan-1-ol tert-butyl-3-[2-[4-[2-[2-(2-aminoethoxy)ethoxy]ethyl]piperazin-1-yl]ethoxy]propanoate C(C)(C)(C)C(C(=O)OCCCCCOCCOCC)COCCN1CCN(CC1)CCOCCOCCN